O[C@H]1CC(C2(C1)CCN(CC2)C2=NC(=CC(=N2)C#N)C)=O (R)-2-(3-hydroxy-1-oxo-8-azaspiro[4.5]dec-8-yl)-6-methylpyrimidine-4-carbonitrile